FC=1C(=C(C=CC1)NC(=O)[C@H]1C(N(C[C@@H]1C1=NN(C(=C1)C(F)(F)F)C)C)=O)OC(F)(F)F (3S,4R)-N-[3-fluoro-2-(trifluoromethoxy)phenyl]-1-methyl-4-[1-methyl-5-(trifluoromethyl)pyrazol-3-yl]-2-oxo-pyrrolidine-3-carboxamide